O[C@H]1C[C@H]2CC(CN2C1)=C (2s,7ar)-2-hydroxy-6-methylenetetrahydro-1H-pyrrolizine